FC(C(F)F)(F)C1=C(C=CC(=C1)C)OC1=C(C=C(C=C1)C)C(C(F)F)(F)F 1,1,2,2-tetrafluoroethyl-4-methylphenyl ether